C(C)(C)(C)C=1C=C(C=CC1O)O 3-tert-butyl-1,4-dihydroxybenzene